[Na+].C1(=CC=CC=C1)CCC(=O)[O-] benzenepropanoic acid, monosodium salt